N-(trans-1-((1H-indazol-4-yl)methyl)-2-(2,3-dihydrobenzo[b][1,4]dioxin-6-yl)pyrrolidin-3-yl)cyclopropanesulfonamide N1N=CC2=C(C=CC=C12)CN1[C@H]([C@@H](CC1)NS(=O)(=O)C1CC1)C1=CC2=C(OCCO2)C=C1